N(=NC(C(=O)NC(CO)(CO)CO)(C)C)C(C(=O)NC(CO)(CO)CO)(C)C 2,2'-azobis[2-methyl-N-{1,1-bis(hydroxymethyl)-2-hydroxyethyl}propionamide]